ClC1=C(C=CC(=C1)OC)C(=O)N1[C@H](C=2C(CC1)=C(N(N2)C)C2=CC(=NN2C)C(F)(F)F)C (S)-(2-Chloro-4-methoxyphenyl)(2,7-dimethyl-3-(1-methyl-3-(trifluoromethyl)-1H-pyrazol-5-yl)-2,4,5,7-tetrahydro-6H-pyrazolo[3,4-c]pyridin-6-yl)methanone